N1CC(C1)NC=1C=CC(=C(C1)NC(C(CC)N1C=2C(=CC(=C1)Br)N=C(N2)SCC2=CC=C(C=C2)F)=O)C N-(5-(azetidin-3-ylamino)-2-methylphenyl)-2-(6-bromo-2-((4-fluorobenzyl)thio)-4H-Imidazo[4,5-b]pyridin-4-yl)butanamide